5-(2,4-dimethyl-5-((2,2,2-trifluoroethyl)sulfinyl)phenyl)-2-(pyridin-3-yl)-2,5-dihydro-4H-pyrazolo[3,4-d]pyrimidin-4-one CC1=C(C=C(C(=C1)C)S(=O)CC(F)(F)F)N1C=NC=2C(C1=O)=CN(N2)C=2C=NC=CC2